COC=1C=C2C(=CC=NC2=CC1OC)OC1=CC=C(C=C1)S(=O)(C)=N (4-((6,7-dimethoxyquinolin-4-yl)oxy)phenyl)(imino)(methyl)-λ6-sulfanone